β-Alanyl-L-Ornithine NCCC(=O)N[C@@H](CCCN)C(=O)O